CC1(OB(OC1(C)C)[C@@H]1[C@H](C1)OCCOC(C1=CC=CC=C1)(C1=CC=CC=C1)C1=CC=CC=C1)C 4,4,5,5-tetramethyl-2-[(1S,2S)-2-(2-trityloxyethoxy)cyclopropyl]-1,3,2-dioxaborolane